CC1=C(SC=2N=NC(=CC21)C2=C(C=CC=C2)O)C2CCNCC2 2-(5-methyl-6-(piperidin-4-yl)thieno[2,3-c]pyridazin-3-yl)phenol